(1R,2S,5S)-3-((S)-2-(2-chloro-2,2-difluoroacetamido)-3,3-dimethylbutyryl)-N-((S)-1-cyano-2-((S)-2-oxopyrrolidin-3-yl)ethyl)-6,6-dimethyl-3-azabicyclo[3.1.0]hexane-2-carboxamide ClC(C(=O)N[C@H](C(=O)N1[C@@H]([C@H]2C([C@H]2C1)(C)C)C(=O)N[C@@H](C[C@H]1C(NCC1)=O)C#N)C(C)(C)C)(F)F